tert-butyl (R)-(5-((2-nitro-6-(2-oxoimidazolidin-1-yl)phenyl)amino)hexyl)carbamate [N+](=O)([O-])C1=C(C(=CC=C1)N1C(NCC1)=O)N[C@@H](CCCCNC(OC(C)(C)C)=O)C